FC(C1=NN=C(O1)C=1C=CC(=NC1)CN1N=NC(=C1)C=1C=C(C=CC1)NC(=O)C1CNC1)F N-(3-(1-((5-(5-(difluoromethyl)-1,3,4-oxadiazol-2-yl)pyridin-2-yl)methyl)-1H-1,2,3-triazol-4-yl)phenyl)azetidin-3-carboxamide